2-(dimethylamino)-N-{[3-(4-{[(3S,4R)-3-fluoro-1-methylpiperidin-4-yl]amino}-1-(2,2,2-trifluoroethyl)-1H-indol-2-yl)-1,2,4-oxadiazol-5-yl]methyl}-1,3-thiazole-5-carboxamide CN(C=1SC(=CN1)C(=O)NCC1=NC(=NO1)C=1N(C2=CC=CC(=C2C1)N[C@H]1[C@H](CN(CC1)C)F)CC(F)(F)F)C